O=C1NC(=CC=C1C(=O)NC1C2=CC=CC=C2OC=2C=CC=CC12)C(F)(F)F 2-oxo-6-(trifluoromethyl)-N-(9H-xanthen-9-yl)-1,2-dihydropyridine-3-carboxamide